C(C)(C)(C)OC(=O)N1CC(OCC1)C1=CC=C2C(=N1)C(=C(N2C(=O)OC(C)(C)C)B2OC(C(O2)(C)C)(C)C)C(C)C tert-butyl-2-(1-(tert-butoxycarbonyl)-3-isopropyl-2-(4,4,5,5-tetramethyl-1,3,2-dioxaborolan-2-yl)-1H-pyrrolo[3,2-b]pyridin-5-yl)morpholine-4-carboxylate